bicyclo[2.2.2]oct-5-ene-2-carbaldehyde C12C(CC(C=C1)CC2)C=O